ClC=1N=C(SC1C(=O)O)C=1C=NN(C1)C(F)F 4-chloro-2-(1-(difluoromethyl)-1H-pyrazol-4-yl)thiazole-5-carboxylic acid